C(C1=CC=CC=C1)NS(=O)(=O)C=1C=C(C=CC1)C=1N=C2C(=NC=NC2=CC1)N1CCN(C(CC1)=O)C 1-{6-[m-(benzylaminosulfonyl)phenyl]-1,3,5-triaza-4-naphthyl}-4-methyl-1,4-diazepan-5-one